4,6,7-trichloro-1-(2-cyclopropyl-4-methylpyridin-3-yl)pyrido[2,3-d]pyrimidin-2(1H)-one ClC=1C2=C(N(C(N1)=O)C=1C(=NC=CC1C)C1CC1)N=C(C(=C2)Cl)Cl